4-(1-((6-(3-(6-azaspiro[3.4]octan-6-yl)piperidin-1-yl)pyridazin-3-yl)methyl)-1H-1,2,3-triazol-4-yl)-6-methoxy-1-(tetrahydro-2H-pyran-2-yl)-1H-indazole C1CCC12CN(CC2)C2CN(CCC2)C2=CC=C(N=N2)CN2N=NC(=C2)C2=C1C=NN(C1=CC(=C2)OC)C2OCCCC2